copper-lead-zinc sulphide [S-2].[Zn+2].[Pb+2].[Cu+2].[S-2].[S-2]